(S)-2-Chloro-3-methylbutanoic acid Cl[C@H](C(=O)O)C(C)C